FC(C(=O)O)(F)F.FC(C(=O)O)(F)F.FC(C(=O)O)(F)F.C1(CC1)CNC=1N=CC2=C(N(C(C=3C=C(C=CC23)CN2CCN(CC2)C)=O)[C@@H]2CC[C@H](CC2)C(=O)O)N1 trans-4-(3-((Cyclopropylmethyl)amino)-8-((4-methylpiperazin-1-yl)methyl)-6-oxopyrimido[4,5-c]isoquinolin-5(6H)-yl)cyclohexane-1-carboxylic acid TrisTrifluoroacetic Acid Salt